(R)-3-(4-amino-5-(3-chloro-4-(pyridin-2-ylmethoxy)phenyl)imidazo[5,1-f][1,2,4]Triazin-7-yl)piperidine-1-carboxylic acid benzyl ester C(C1=CC=CC=C1)OC(=O)N1C[C@@H](CCC1)C1=NC(=C2C(=NC=NN21)N)C2=CC(=C(C=C2)OCC2=NC=CC=C2)Cl